FC(C(CN1CCN(CC1)C(=O)OC(C)(C)C)(C)C)(F)F tert-butyl 4-(3,3,3-trifluoro-2,2-dimethylpropyl)piperazine-1-carboxylate